5-[2,4-dihydroxy-5-(1-methylethyl)phenyl]-4-[4-(4-morpholinylmethyl)phenyl]-3-isoxazolecarboxamide OC1=C(C=C(C(=C1)O)C(C)C)C1=C(C(=NO1)C(=O)N)C1=CC=C(C=C1)CN1CCOCC1